CC1(OC=2C=C(C=C(C2C2C1CC=C(C2)C)O)CCC)C 6,6,9-trimethyl-3-propyl-6a,7,10,10a-tetrahydro-6H-benzo[c]chromene-1-ol